N1C=NC=2C1=C1CNC(C1=CC2)=O 7,8-dihydroimidazo[4,5-e]isoindol-6(1H)-one